C1(C(C(C1=O)=O)=O)=O cyclobutane-1,2,3,4-tetraone